C(C)OC(=O)C1=C(N=C(S1)SCC1=CC=CC=C1)C(F)(F)F 2-(benzylthio)-4-(trifluoromethyl)thiazole-5-carboxylic acid ethyl ester